3-(3-(3-((tert-butyldimethylsilyl)oxy)propoxy)-5-methyl-4-nitro-1H-pyrazol-1-yl)-2-methoxy-5-methylpyridine [Si](C)(C)(C(C)(C)C)OCCCOC1=NN(C(=C1[N+](=O)[O-])C)C=1C(=NC=C(C1)C)OC